NC1=C2CC[C@@H](N(C2=CC=C1NC1CCN(CC1)C(=O)OC(C)(C)C)C(=O)OC)C methyl (2S)-5-amino-6-([1-[(tert-butoxy)carbonyl]piperidin-4-yl]amino)-2-methyl-1,2,3,4-tetrahydroquinoline-1-carboxylate